[1,3-bis(2,6-diisopropylphenyl)imidazol-2-ylidene](3-chloropyridyl)palladium C(C)(C)C1=C(C(=CC=C1)C(C)C)N1C(N(C=C1)C1=C(C=CC=C1C(C)C)C(C)C)=[Pd]C1=NC=CC=C1Cl